5-{(3R)-1-[cyclobutyl(1H-1,2,4-triazol-5-yl)methyl]-5',6'-dihydrospiro[pyrrolidine-3,4'-pyrrolo[1,2-b]pyrazol]-2'-yl}-3-(trifluoromethoxy)pyridin-2-amine C1(CCC1)C(N1C[C@]2(CCN3N=C(C=C32)C=3C=C(C(=NC3)N)OC(F)(F)F)CC1)C1=NC=NN1